C(C)S(=O)C1=CC=C(C=C1)B(O)O 4-ETHYLSULFINYLPHENYLBORONIC ACID